FC(CNC1CCC(CC1)NC(=O)C=1C2=C(N=C(N1)N1C=NC=C1)C=CN2)F N-((1r,4r)-4-((2,2-difluoroethyl)amino)cyclohexyl)-2-(1H-imidazol-1-yl)-5H-pyrrolo[3,2-d]pyrimidine-4-carboxamide